COC1=C(C=C(C=C1)[C@H](C)C1=C(NC=2N(C1=O)N=C(C2N2CCCCC2)C2=CC=CC=C2)C)NC (S)-6-(1-(4-methoxy-3-(methylamino)phenyl)ethyl)-5-methyl-2-phenyl-3-(piperidin-1-yl)pyrazolo[1,5-a]pyrimidin-7(4H)-one